(6-(pyridin-4-ylmethyl)spiro[3.3]Hept-2-yl)carbamic acid tert-butyl ester C(C)(C)(C)OC(NC1CC2(C1)CC(C2)CC2=CC=NC=C2)=O